C(C)(C)OC1=NC=2N(C=C1C(=O)NC=1C=NN3C1N=CC(=C3)C)C=C(N2)C23COC(C2)(C3)C 7-Isopropoxy-2-(1-methyl-2-oxabicyclo[2.1.1]hexan-4-yl)-N-(6-methylpyrazolo[1,5-a]pyrimidin-3-yl)imidazo[1,2-a]pyrimidine-6-carboxamide